N=C1N(C2=C(C=NC=3C=CC(=CC23)C=2CN(CC2)C)N1C)C=1C=C(C#N)C=CC1C 3-(2-Imino-3-methyl-8-(1-methyl-2,5-dihydro-1H-pyrrol-3-yl)-2,3-dihydro-1H-imidazo[4,5-c]quinolin-1-yl)-4-methylbenzonitrile